ClC1=CC=C2C(=CNC2=C1N1N=CC=N1)S(=O)(=O)NC1=NC(=C(C(=N1)OC)OC(CF)(F)F)OC 6-chloro-N-[4,6-dimethoxy-5-(1,1,2-trifluoroethoxy)pyrimidin-2-yl]-7-(triazol-2-yl)-1H-indole-3-sulfonamide